BrC1=CC=C(C=C1)S(=O)(=O)N1CCC(CC1)C(=O)N1CCN(CC1)C1=CC=NC2=CC(=CC=C12)F (1-((4-Bromophenyl)sulfonyl)piperidin-4-yl)(4-(7-fluoroquinolin-4-yl)piperazin-1-yl)methanone